C(C)OC(=O)C1=CC(=NN1C1=NC=CC=C1Cl)OC1CS(C1)(=O)=O.BrC1=CC(=CC2=C1OC(O2)(F)F)N 7-bromo-2,2-difluoro-1,3-benzodioxol-5-amine ethyl-1-(3-chloropyridin-2-yl)-3-((1,1-dioxidothietan-3-yl)oxy)-1H-pyrazole-5-carboxylate